(R)-N-(1-(azetidin-3-yl)-5-chloro-1H-pyrazol-3-yl)-2-chloro-8-methyl-8-(trifluoromethyl)-7,8-dihydro-6H-pyrazolo[1,5-a]pyrrolo[2,3-e]pyrimidine-6-carboxamide N1CC(C1)N1N=C(C=C1Cl)NC(=O)N1C[C@](C2=C1C=NC=1N2N=C(C1)Cl)(C(F)(F)F)C